1-(Cis-4-(2-(4-(2,3-dichlorophenyl)piperazin-1-yl)ethyl)-4-hydroxycyclohexyl)-3-ethylurea ClC1=C(C=CC=C1Cl)N1CCN(CC1)CCC1(CCC(CC1)NC(=O)NCC)O